phenyldibenzophenyl(spirobi[fluoren]yl)(phenylbenzoselenophenyl)triazine C1(=CC=CC=C1)C1=CC=CC=2C=C(C3=C(C21)C=CC=C3)C3=C(C(=NN=N3)C=3[Se]C2=C(C3C3=CC=CC=C3)C=CC=C2)C=2C3(C1=CC4=CC=CC=C4C1=CC2)C=CC=C2C1=CC=CC=C1C=C23